rac-N-{[2,5-dioxo-4-(pyridin-2-yl)imidazolidin-4-yl]methyl}-2-(4-fluorophenyl)-2H-1,2,3-triazole-4-carboxamide O=C1NC([C@](N1)(C1=NC=CC=C1)CNC(=O)C1=NN(N=C1)C1=CC=C(C=C1)F)=O |r|